(E)-3-(4-fluorophenyl)-2-(methoxyimino)propionic acid FC1=CC=C(C=C1)C\C(\C(=O)O)=N/OC